1-((2,2,6-trimethylcyclohexyl)oxy)pentan-2-ol CC1(C(C(CCC1)C)OCC(CCC)O)C